N-(2-(4-fluoro-3-methylphenyl)-7-(1-methyl-1H-imidazol-4-yl)-1H-indol-5-yl)acrylamide FC1=C(C=C(C=C1)C=1NC2=C(C=C(C=C2C1)NC(C=C)=O)C=1N=CN(C1)C)C